2-amino-7-chloropyrazolo[1,5-a]pyridine-3-carboxaldehyde NC1=NN2C(C=CC=C2Cl)=C1C=O